5-((2,6-dimethylpyridin-4-yl)amino)-3-(4-(ethylsulfonamido)phenyl)-1H-pyrazole-4-carboxamide CC1=NC(=CC(=C1)NC1=C(C(=NN1)C1=CC=C(C=C1)NS(=O)(=O)CC)C(=O)N)C